bis[2-(methyldimethoxysilyl)1,3-diisopropyl-1,3-propanedione] platinum (II) [Pt+2].C[Si](C(C(=O)C(C)C)C(=O)C(C)C)(OC)OC.C[Si](C(C(=O)C(C)C)C(=O)C(C)C)(OC)OC